oxetan-3-yl-methanone O1CC(C1)C=O